C1(CC1)C1=NC=NC(=C1C=1N=CC2=C(N1)C(=CN2)C(O)C2=CC=C(C=C2)C=2N(C=C(N2)C(F)(F)F)C)OC(F)F [2-[4-cyclopropyl-6-(difluoromethoxy)pyrimidin-5-yl]-5H-pyrrolo[3,2-d]pyrimidin-7-yl]-[4-[1-methyl-4-(trifluoromethyl)imidazol-2-yl]phenyl]methanol